C(C1=CC=CC=C1)OC1=C(C=C2C(=NC=NC2=C1)OC1=CC(=C(C=C1)NC(=O)NC1=NOC(=C1)C)Cl)OC 1-(4-((7-(benzyloxy)-6-methoxyquinazolin-4-yl)oxy)-2-chlorophenyl)-3-(5-methylisoxazol-3-yl)urea